CS(=O)(=O)C=1C=C(OC[C@H](CN[C@@H]2COC3(C2)CCN(CC3)S(=O)(=O)C3=CC2=CC=CC=C2C=C3)O)C=CC1 (S)-1-(3-(methylsulfonyl)phenoxy)-3-((S)-8-(naphthalen-2-ylsulfonyl)-1-oxa-8-azaspiro[4.5]decan-3-ylamino)propan-2-ol